1-(oxan-2-yl)benzotriazole-4-carboxylic acid O1C(CCCC1)N1N=NC2=C1C=CC=C2C(=O)O